2-(5-methoxy-4-oxo-7-(4-(2-phosphonoethyl)piperidin-1-yl)pyrido[3,4-d]pyridazin-3(4H)-yl)acetic acid COC1=NC(=CC2=C1C(N(N=C2)CC(=O)O)=O)N2CCC(CC2)CCP(=O)(O)O